(S)-4-((1-cyclopropyl-2,2-difluoro-3-hydroxypropyl)amino)-1-methyl-6-nitroquinolin-2(1H)-one C1(CC1)[C@@H](C(CO)(F)F)NC1=CC(N(C2=CC=C(C=C12)[N+](=O)[O-])C)=O